NC1=C(C=C(C=N1)NC(C(=O)N1[C@H](CC[C@H](C1)C)C1=CC=NN1C)=O)C |r| rac-N-(6-amino-5-methylpyridin-3-yl)-2-((2R,5R)-5-methyl-2-(1-methyl-1H-pyrazol-5-yl)piperidin-1-yl)-2-oxoacetamide